N-(5-(6-bromo-8-(methylamino)imidazo[1,2-a]pyrazin-3-yl)-3-fluoro-2-methoxyphenyl)propane-1-sulfonamide BrC=1N=C(C=2N(C1)C(=CN2)C=2C=C(C(=C(C2)NS(=O)(=O)CCC)OC)F)NC